2-(3-hydroxy-3-methylbutyl)-2H-indazole-6-carboxylate OC(CCN1N=C2C=C(C=CC2=C1)C(=O)[O-])(C)C